S(C)(=O)(=O)O.N1=CC=C(C=C1)C(=O)N 4-picolinamide mesylate